tert-Butyl 6-(4,4-difluoropiperidin-1-yl)-1H-pyrazolo[3,4-b]pyridine-3-carboxylate FC1(CCN(CC1)C1=CC=C2C(=N1)NN=C2C(=O)OC(C)(C)C)F